ClC1=C(C=CC=C1)C=1N=C(SC1)N(\N=C\C1=C(CNS(=O)(=O)CC)C=CC=C1)C (E)-2-((2-(4-(2-chlorophenyl)thiazol-2-yl)-2-methylhydrazono)methyl)-N-(ethylsulfonyl)benzyl-amine